(Racemic)-N-[5-(1,4-dioxane-2-carbonyl)-4H,5H,6H-pyrrolo[3,4-d][1,3]thiazol-2-yl]-4-(2-methoxyphenyl)-6-methylpyridine-3-carboxamide O1[C@H](COCC1)C(=O)N1CC=2N=C(SC2C1)NC(=O)C=1C=NC(=CC1C1=C(C=CC=C1)OC)C |r|